C(C)N(CC)OC(C1=C(C=CC=C1)CCO)=O hydroxyethylbenzoic acid diethylaminoester